N-(4-(4-amino-7-cyano-3-(4-((5-fluoro-4-methylpyrimidin-2-yl)oxy)phenyl)-1-methyl-1H-pyrrolo[3,2-c]pyridin-2-yl)-3-chlorophenyl)-2-fluoroacrylamide NC1=NC=C(C2=C1C(=C(N2C)C2=C(C=C(C=C2)NC(C(=C)F)=O)Cl)C2=CC=C(C=C2)OC2=NC=C(C(=N2)C)F)C#N